indeno[1,2-b]pyridine-3-carboxylate N1=C2C(CC(=C1)C(=O)[O-])=CC1=CC=CC=C12